COC=1C(=C(C(=CC1C)C)NC(=O)C1=CN=C(S1)NC1=NN(C=C1)C)C N-(3-methoxy-2,4,6-trimethyl-phenyl)-2-[(1-methylpyrazol-3-yl)amino]thiazole-5-carboxamide